BrC1=CC=CC=2NC(N(C21)C)=O 4-bromo-3-methyl-2-oxo-2,3-dihydro-1H-benzo[d]imidazol